BrC1=C(C(=CC(=C1)OC)OC)OCC 1-bromo-2-ethoxy-3,5-dimethoxybenzene